N1C(=NC2=C1C=CC=C2)C2C(C2)C(=O)N[C@@H](C(=O)NC2=CC=C(C=C2)OC(C)C)C 2-(1H-benzo[d]imidazol-2-yl)-N-((R)-1-((4-isopropoxyphenyl)amino)-1-oxopropan-2-yl)cyclopropane-1-carboxamide